(S)-5-(1-(4-(2H-tetrazol-5-yl)benzyl)piperidin-3-yl)-2-(4-methoxyphenyl)-2,4-dihydro-3H-1,2,4-triazol-3-one N=1NN=NC1C1=CC=C(CN2C[C@H](CCC2)C=2NC(N(N2)C2=CC=C(C=C2)OC)=O)C=C1